1-ethyl-2,3-dimethylimidazolium methylsulfate COS(=O)(=O)[O-].C(C)N1C(=[N+](C=C1)C)C